4-[3-(2-Pyridinyl)-1H-pyrazol-4-yl]quinoline N1=C(C=CC=C1)C1=NNC=C1C1=CC=NC2=CC=CC=C12